(1'R,2'R)-5-chloro-5'-methyl-2'-(prop-1-en-2-yl)-1',2',3',4'-tetrahydro-[1,1'-biphenyl]-2,4-diol ClC1=C(C=C(C(=C1)[C@H]1[C@@H](CCC(=C1)C)C(=C)C)O)O